ClC=1C=CC(=C(C(=O)O)C1)NC1=C(C=NC2=CC=C(C=C12)Cl)C1CNCC1 5-chloro-2-[(6-chloro-3-pyrrolidin-3-yl-4-quinolyl)amino]benzoic acid